2-(4-((1,1,1,3,3,3-hexafluoropropane-2-yl)oxy)phenyl)-2,5,5-trimethylpyrrolidine FC(C(C(F)(F)F)OC1=CC=C(C=C1)C1(NC(CC1)(C)C)C)(F)F